N-[3-(2-aminoquinolin-7-yl)phenyl]prop-2-enamide NC1=NC2=CC(=CC=C2C=C1)C=1C=C(C=CC1)NC(C=C)=O